benzyl (2S)-3-methyl-2-[(3R)-2-oxo-3-[(2S)-1-(triphenylmethyl)aziridine-2-amido]pyrrolidin-1-yl]butanoate CC([C@@H](C(=O)OCC1=CC=CC=C1)N1C([C@@H](CC1)NC(=O)[C@H]1N(C1)C(C1=CC=CC=C1)(C1=CC=CC=C1)C1=CC=CC=C1)=O)C